ClC[C@H](CNC([O-])=O)O [(2S)-3-chloro-2-hydroxy-propyl]carbamate